C(C)OC1=NC=CC=C1C1=CC(=C2C(=N1)C=NN2C)N[C@H](C)C=2C=NN(C2)C (R)-5-(2-ethoxypyridin-3-yl)-1-methyl-N-(1-(1-methyl-1H-pyrazol-4-yl)ethyl)-1H-pyrazolo[4,3-b]pyridin-7-amine